2-(4-bromophenyl)-1-ethyl-1H-benzo[d]imidazole BrC1=CC=C(C=C1)C1=NC2=C(N1CC)C=CC=C2